FC(C1=NC=CC=C1C(=O)NC1=C2C(CC(C2=CC=C1)(C)C)CC)F 2-(difluoromethyl)-N-[3-ethyl-1,1-dimethyl-indan-4-yl]pyridin-3-carboxamide